iron tungsten phosphate P(=O)([O-])([O-])[O-].[W+4].[Fe+2].P(=O)([O-])([O-])[O-]